FC(C=1C=C(C(=O)Cl)C=C(C1)C(F)(F)F)(F)F 3,5-bis(trifluoromethyl)-benzoyl chloride